CN1N=C(C2=CC=C(C=C12)N[C@@H]1CC[C@H](CC1)NC)C1C(NC(CC1)=O)=O 3-(1-methyl-6-(((trans)-4-(methylamino)cyclohexyl)amino)-1H-indazol-3-yl)piperidine-2,6-dione